ClC=1C=C(C=2CC[C@H](C2C1)O)S(=O)(=O)NC1=C(C(=C(C=C1)F)C=1C=C2C=NC(=NC2=CC1)NC1CCN(CC1)CCC)F (1R)-6-chloro-N-(2,4-difluoro-3-{2-[(1-propylpiperidin-4-yl)amino]quinazolin-6-yl}phenyl)-1-hydroxy-2,3-dihydro-1H-indene-4-sulfonamide